2-bromo-6,6-dimethyl-4-(4-(1-methyl-4-(trifluoromethyl)-1H-imidazol-2-yl)benzyl)-6,7-dihydropyrazolo-[1,5-a]pyrimidin-5(4H)-one BrC1=NN2C(N(C(C(C2)(C)C)=O)CC2=CC=C(C=C2)C=2N(C=C(N2)C(F)(F)F)C)=C1